C(C)(=O)[O-].C(CCCCCCCCCCCCCCCCC)N.[Na+] Sodium octadecylamine acetate